N-heptyloctane-1,8-diamine C(CCCCCC)NCCCCCCCCN